N-isobutyl-1-[1-[5-[5-(trifluoromethyl)-1,2,4-oxadiazol-3-yl]-2-thienyl]ethyl]pyrazole-4-carboxamide C(C(C)C)NC(=O)C=1C=NN(C1)C(C)C=1SC(=CC1)C1=NOC(=N1)C(F)(F)F